C1(CC1)CN1CC2=CC(=CC=C2CC1)N(C=1C=CC(N(C1)C[2H])=O)C(C)C 5-((2-(cyclopropylmethyl)-1,2,3,4-tetrahydroisoquinolin-7-yl)(propan-2-yl)amino)-1-(methyl-d1)pyridin-2(1H)-one